C(C1=CC=CC=C1)OC(=O)C=1C(=NN(C1)C1COC1)C=1C(=NC(=CC1)F)F 3-(2,6-Difluoropyridin-3-yl)-1-(oxetan-3-yl)pyrazole-4-carboxylic acid benzyl ester